2-((4-tert-butyl)benzylidene)-9-(4-chlorophenyl)hexahydro-5H-cyclopenta[c]pyrazolo[1,2-a]pyrazole-1,5(2H)-dione C(C)(C)(C)C1=CC=C(C=C2C(C3C(N4N(C3C3=CC=C(C=C3)Cl)CCC4=O)C2)=O)C=C1